P(O)(=O)(OP(=O)(O)OP(=O)(O)O)OC[C@@H]1[C@H]([C@H]([C@@H](O1)N1C(=O)N=C(N)C(=C1)CO)O)O.N1C[C@H](CC1)C(=O)N1CCN(CC1)C1=NC=C(C=N1)C(F)(F)F (S)-pyrrolidin-3-yl-(4-(5-(trifluoromethyl)pyrimidin-2-yl)piperazin-1-yl)methanone 5-Hydroxymethyl-cytidine-5'-Triphosphate